NC1=NC=CC2=CC=C(C=C12)N1N=C(C=C1C(=O)NC1=C(C=CC(=C1)C(C1=CC=NC=C1)NCC1CC1)F)C(F)(F)F (-)-1-(1-aminoisoquinolin-7-yl)-N-(5-((cyclopropylmethylamino)(pyridin-4-yl)methyl)-2-fluorophenyl)-3-(trifluoromethyl)-1H-pyrazole-5-carboxamide